CC1=CC=C(C(=O)O)C=C1.CC1=CC=C(C(=O)O)C=C1.P(=O)(OOC(CC(C)C)=O)(O)O isovaleryloxy phosphate bis(4-methylbenzoate)